C(C1=CC=CC=C1)(=O)C1(NC(N([C@H]2C[C@H](OCSC)[C@@H](CO[Si](C)(C)C(C)(C)C)O2)C=C1)=O)N 4-benzoyl-5'-O-(tert-butyldimethylsilyl)-3'-O-(methylthiomethyl)-2'-deoxycytidine